4-(4-(2-oxo-2-(pyrrolidin-1-yl)ethyl)phenyl)-1H-pyrrolo[2,3-b]pyridin O=C(CC1=CC=C(C=C1)C1=C2C(=NC=C1)NC=C2)N2CCCC2